5-(5-cyclopropyl-1,2,4-oxadiazol-3-yl)-3-(ethanesulfonyl)-2-[7-methyl-3-(1,1,2,2,2-pentafluoroethyl)imidazo[4,5-c]pyridazin-6-yl]pyridine C1(CC1)C1=NC(=NO1)C=1C=C(C(=NC1)C1=NC2=C(N=NC(=C2)C(C(F)(F)F)(F)F)N1C)S(=O)(=O)CC